2-({7-amino-4-[3-(3-acetamidophenyl)-1H-indazol-5-yl]-1-oxo-2,3-dihydro-1H-isoindol-2-yl}methyl)prop-2-enamide NC=1C=CC(=C2CN(C(C12)=O)CC(C(=O)N)=C)C=1C=C2C(=NNC2=CC1)C1=CC(=CC=C1)NC(C)=O